C1(CC1)CN1C(NCC1)=O 1-(Cyclopropylmethyl)imidazolidin-2-one